3-(4'-isopropoxy-3'-(trifluoromethyl)-[1,1'-biphenyl]-3-yl)propionic acid C(C)(C)OC1=C(C=C(C=C1)C1=CC(=CC=C1)CCC(=O)O)C(F)(F)F